FC(C(=O)OC)(C(C)C)C1=NC(=NC=C1)N(S(=O)(=O)C1CC1)CC1=CC=C(C=C1)OC Methyl 2-fluoro-2-(2-(N-(4-methoxybenzyl)cyclopropanesulfonamido)pyrimidin-4-yl)-3-methylbutanoate